(4-amino-5-(3-fluoro-4-((4-methylpyrimidin-2-yl)oxy)phenyl)-8,9-dihydropyrazino[1',2':1,5]pyrrolo[2,3-d]pyrimidin-7(6H)-yl)azepine-1-carboxylic acid tert-butyl ester C(C)(C)(C)OC(=O)N1C(=CC=CC=C1)N1CC2=C(C3=C(N=CN=C3N)N2CC1)C1=CC(=C(C=C1)OC1=NC=CC(=N1)C)F